(2S,4R)-N-(2-(4-((3-(1-(2,2-difluoroethyl)-3-(trifluoromethyl)-1H-pyrazol-4-yl)imidazo[1,2-a]pyrazin-8-yl)amino)-2-ethylbenzamido)ethyl)-4-hydroxypyrrolidine-2-carboxamide FC(CN1N=C(C(=C1)C1=CN=C2N1C=CN=C2NC2=CC(=C(C(=O)NCCNC(=O)[C@H]1NC[C@@H](C1)O)C=C2)CC)C(F)(F)F)F